6-phenylimidazo[1,5-a]pyridine-5-carboxylate C1(=CC=CC=C1)C=1C=CC=2N(C1C(=O)[O-])C=NC2